5-{[4-(tert-butoxycarbonylamino)butyl][2-hydroxy-7-(1-octylnonylcarbonyloxy)heptyl]amino}-4-hydroxypentyl dodecanoate C(CCCCCCCCCCC)(=O)OCCCC(CN(CC(CCCCCOC(=O)C(CCCCCCCC)CCCCCCCC)O)CCCCNC(=O)OC(C)(C)C)O